FC1=C(C=C2CCC(N(C2=C1)C)=O)C=1C=C(C=NC1)CNC(=O)C=1C=NN(C1)C 1-Methyl-1H-pyrazole-4-carboxylic acid [5-(7-fluoro-1-methyl-2-oxo-1,2,3,4-tetrahydro-quinolin-6-yl)-pyridin-3-ylmethyl]-amide